methyl((1-methyl-1H-imidazol-5-yl)imino)(4-(5-(trifluoromethyl)-1,2,4-oxadiazol-3-yl)phenyl)-λ6-sulfanone CS(=O)(C1=CC=C(C=C1)C1=NOC(=N1)C(F)(F)F)=NC1=CN=CN1C